ClC1=C(C(=O)C=2C(=NN(C2OCC(=O)C2=CC=CC=C2)C)C)C=CC(=C1COC1=CC=NN1C)Cl 2-(4-(2,4-dichloro-3-((1-methyl-1H-pyrazol-5-oxy)methyl)benzoyl)-1,3-dimethyl-1H-pyrazol-5-oxy)-1-phenylethanone